Cl.ClC=1C=C(C=CC1)C1C(C(C1)NC(=O)C=1N=NN(C1)C(C)C1=CC=C2C3(CNCC2=C1)CC3)O N-(3-(3-Chlorophenyl)-2-hydroxycyclobutyl)-1-(1-(2',3'-dihydro-1'H-spiro[cyclopropane-1,4'-isoquinolin]-7'-yl)ethyl)-1H-1,2,3-triazole-4-carboxamide HCl